BrC1=C(C=C(C(=C1)C)Br)C 2,5-dibromop-xylene